OC1=C(C(NC(=N1)C1=NC=C(C=C1)C)=O)C(F)(F)F 6-hydroxy-2-(5-methyl-2-pyridyl)-5-(trifluoromethyl)-4(3H)-pyrimidone